I.C12CSCC(CC1)N2 3-thia-8-aza-bicyclo[3.2.1]octane hydrogen iodide